S1C2=C(C(=C1)\C=C(/C(=O)OC1CCOCC1)\C(C)=O)C=CC=C2 tetrahydro-2H-pyran-4-yl (Z)-2-(benzo[b]thiophen-3-ylmethylene)-3-oxobutanoate